2-hydroxy-propyl-sulphonate OC(CS(=O)(=O)[O-])C